CC=1NC=2N(C(C1C1=CC=C(C=C1)S(=O)(=O)C)=O)N=C(C2N2CCCCC2)C2=CC=CC=C2 5-methyl-6-(4-(methylsulfonyl)phenyl)-2-phenyl-3-(piperidin-1-yl)pyrazolo[1,5-a]pyrimidin-7(4H)-one